ClC=1C=C(C=C(C1OC1=NNC(C(=C1)C(C)C)=O)Cl)N1N=C(C(NC1=O)=O)COC 2-[3,5-dichloro-4-[(5-isopropyl-6-oxo-1H-pyridazin-3-yl)oxy]phenyl]-6-(methoxymethyl)-4H-1,2,4-triazine-3,5-dione